CN(CCC=1C(=CC(N(C1)C(C(=O)N[C@@H](CC(=O)O)C=1C=C(C=C(C1F)C)C1=C(C=CC=C1C)C)CCC(C)C)=O)C)C (3S)-3-(2-(5-(2-(dimethylamino)ethyl)-4-methyl-2-oxopyridin-1(2H)-yl)-5-methylhexanamido)-3-(4-fluoro-2',5,6'-trimethylbiphenyl-3-yl)propanoic acid